C(C)(C)C1=C(NC2=CC=C(C=C12)C1CCN(CC1)C1COC1)C=1C=C(C=2N(C1)C=C(N2)C)C 6-(3-isopropyl-5-(1-(oxetan-3-yl)piperidin-4-yl)-1H-indol-2-yl)-2,8-dimethylimidazo[1,2-a]pyridine